BrC1=CC(=C(C=C1)NC=1N(C(C=C(C1C(=O)N)OC1=CC=CC2=C1OCCN2S(=O)(=O)C)=O)C)F ((4-bromo-2-fluorophenyl)amino)-1-methyl-4-((4-(methylsulfonyl)-3,4-dihydro-2H-benzo[b][1,4]oxazin-8-yl)oxy)-6-oxo-1,6-dihydropyridine-3-carboxamide